N[C@@H]1CC[C@H](CC1)C1=C(C(N=C(N1)C=1SC=CN1)C1=C(C(=C(C=C1)F)F)Cl)C(=O)OC (trans)-Methyl 6-(4-aminocyclohexyl)-4-(2-chloro-3,4-difluorophenyl)-2-(thiazol-2-yl)-1,4-dihydropyrimidine-5-carboxylate